mono-6-allyl-2-phenylalanine C(C=C)C1=CC=CC=C1[C@](N)(C)C(=O)O